C(C)OC(CC(C)CCC=C(C)C)=O.C(#C)C=1SC=C(N1)C(=O)NCCC1=CC=C(C=C1)C1=C(C=CC=C1)C(NC)=O 2-ethynyl-N-(2-(2'-(methylcarbamoyl)-[1,1'-biphenyl]-4-yl)ethyl)thiazole-4-carboxamide ethyl-citronellate